C(C)(C)C1=CC=C(C=C1)S(=O)(=O)N1C=C(C2=CC=CC=C12)/C=C/C(=O)C1=CC=CC=C1 (E)-3-(1-((4-isopropylphenyl)sulfonyl)-1H-indol-3-yl)-1-phenylprop-2-en-1-one